C1(CC1)C1=CC=CC=2C=3N(C(=NC12)N[C@@H]1C(NCCNC1)=O)N=C(N3)C3=CC=C(C=C3)OC (6S)-6-{[7-cyclopropyl-2-(4-methoxyphenyl)[1,2,4]triazolo[1,5-c]quinazolin-5-yl]amino}-1,4-diazepan-5-one